OC(CC=CCCC(=O)O)C(C=CC=CC=CC=CC(CC=CCC)O)O 7,8,17-Trihydroxydocosa-4,9,11,13,15,19-hexaenoic acid